N[C@@H](CNC1=NC(=C2C(=N1)N(N=C2)C)NC2=CC(=C(C=C2)F)F)C2=CC=CC=C2 N6-[(2R)-2-amino-2-phenyl-ethyl]-N4-(3,4-difluorophenyl)-1-methyl-pyrazolo[3,4-d]pyrimidine-4,6-diamine